O(C)C1=C(C(=CC=C1)OC)OC 1,2,3-Trimethoxylbenzene